CC1CCC(C(C1)O)C(=C)C 5-methyl-2-(prop-1-en-2-yl)cyclohexanol